3-tert-butyl (1,5-dioxopentan-3-yl)carbamate O=CCC(CC=O)NC(OC(C)(C)C)=O